1,1'-(1,2-Ethanediyl)bis(3,3,5,5-tetramethylpiperazinone) C(CN1C(C(NC(C1)(C)C)(C)C)=O)N1C(C(NC(C1)(C)C)(C)C)=O